C1(CCC1)C1=CC(=C(C=C1)N1N=C2CCNCC3C2=C1CCN3C(=O)OC(C)(C)C)O tert-butyl 2-(4-cyclobutyl-2-hydroxyphenyl)-2,3,4,5a,6,7,8,9-octahydro-5H-1,2,5,7-tetraazabenzo[cd]azulene-5-carboxylate